1-[6-[3-(1,1-Difluoroethyl)phenyl]pyrazolo[4,3-b]pyridin-1-yl]butan FC(C)(F)C=1C=C(C=CC1)C=1C=C2C(=NC1)C=NN2CCCC